7,7'-Cyclopentane-1,1-diylbis(2,2,4-trimethyl-1,2-dihydroquinoline) C1(CCCC1)(C1=CC=C2C(=CC(NC2=C1)(C)C)C)C1=CC=C2C(=CC(NC2=C1)(C)C)C